S-methyl-S-(2-naphthyl)sulfoximine CS(=O)(=N)C1=CC2=CC=CC=C2C=C1